(2S)-N-(4-fluorophenyl)-2-[1-(2-methylpropanoyl)-1,2,3,4-tetrahydroquinolin-6-yl]propanamide FC1=CC=C(C=C1)NC([C@@H](C)C=1C=C2CCCN(C2=CC1)C(C(C)C)=O)=O